[Na+].ClCC(=O)[O-] Monochloroacetic acid sodium salt